tert-butyl-(1H-indazol-7-yloxy)-diphenyl-silane C(C)(C)(C)[Si](C1=CC=CC=C1)(C1=CC=CC=C1)OC=1C=CC=C2C=NNC12